C(C1=CC=CC=C1)N(C(CC(C1=CC=CC=C1)=O)=O)CC1=CC=CC=C1 N,N-dibenzyl-3-oxo-3-phenylpropionamide